arginine ibuprofen salt OC(=O)C(C)C1=CC=C(CC(C)C)C=C1.N[C@@H](CCCNC(N)=N)C(=O)O